C(C)(C)C1=NC(=CC(=C1NC(=O)N=S(=O)(N)C=1C=NN2C1OCC(C2)N2CC(C2)OC)C(C)C)OC N'-((2,4-diisopropyl-6-methoxypyridin-3-yl)carbamoyl)-6-(3-methoxyazetidin-1-yl)-6,7-dihydro-5H-pyrazolo[5,1-b][1,3]oxazine-3-sulfonimidamide